aminoselenide N[Se]N